(1S,8R,9S)-9-methyl-12-(prop-2-yl)-12-azatricyclo[6.3.1.02,7]Dodeca-2,4,6-triene hydrochloride Cl.C[C@@H]1[C@@H]2C3=CC=CC=C3[C@H](CC1)N2C(C)C